2,5-diaminonaphthalene NC1=CC2=CC=CC(=C2C=C1)N